4-(benzoyloxy)-(E)-2-octen-1-ol C(C1=CC=CC=C1)(=O)OC(/C=C/CO)CCCC